BrC1=CC(=C(O[C@H](C(=O)O)CF)C=C1)C1=NOC=C1 (R)-2-[4-bromo-2-(3-isoxazolyl)phenoxy]-3-fluoropropionic acid